C(C)(C)(C)C=1N=C(OC1)C1CC(CC1)C1=CC(=NN1)NC1=CC2=C(NS(C2)(=O)=O)C=C1 5-((5-(3-(4-(tert-butyl)oxazol-2-yl)cyclopentyl)-1H-pyrazol-3-yl)amino)-1,3-dihydrobenzo[c]isothiazole 2,2-dioxide